isoindole-6(1H)-carboxylic acid tert-butyl ester C(C)(C)(C)OC(=O)C1=CC=C2C=NCC2=C1